6-(3-(3-Chloro-2-(4-(((2-hydroxyethyl)amino)methyl)-3-methoxyphenyl)pyridin-4-yl)-2-(trifluoromethyl)phenyl)-2-methoxypyridin ClC=1C(=NC=CC1C=1C(=C(C=CC1)C1=CC=CC(=N1)OC)C(F)(F)F)C1=CC(=C(C=C1)CNCCO)OC